N-((2S,3R)-1-(((R)-1-((S)-4-(2-(dimethylamino)-2-oxoethyl)-4-(dimethylcarbamoyl)-6-oxo-1,3,2-dioxaborinan-2-yl)-3-methylbutyl)amino)-3-hydroxy-1-oxobutan-2-yl)-6-phenylpicolinamide CN(C(C[C@@]1(OB(OC(C1)=O)[C@H](CC(C)C)NC([C@H]([C@@H](C)O)NC(C1=NC(=CC=C1)C1=CC=CC=C1)=O)=O)C(N(C)C)=O)=O)C